OCC=1C=CC(=NC1)C(N(CC)C)=O 5-hydroxymethyl-2-(N-methyl-N-ethylcarbamoyl)pyridine